(Pyrimidin-5-yl)ethan-1-amine N1=CN=CC(=C1)C(C)N